NC=1C(=NC=C(N1)N1CCC2([C@@H](COC2)N)CC1)SC1=C(C(=NC=C1)NC(C(=O)N(C)C)=O)Cl (S)-N1-(4-((3-amino-5-(4-amino-2-oxa-8-azaspiro[4.5]decan-8-yl)pyrazin-2-yl)thio)-3-chloropyridin-2-yl)-N2,N2-dimethyloxalamide